4-[5-(6-amino-2-fluoro-purin-9-yl)-2-[[bis(4-methoxyphenyl)-phenyl-methoxy]methyl]-4-methoxy-tetrahydrofuran-3-yl]oxy-4-oxo-butanoic acid NC1=C2N=CN(C2=NC(=N1)F)C1C(C(C(O1)COC(C1=CC=CC=C1)(C1=CC=C(C=C1)OC)C1=CC=C(C=C1)OC)OC(CCC(=O)O)=O)OC